C(C)OC(=O)C1=NC=CC=C1CN (aminomethyl)pyridinecarboxylic acid ethyl ester